C(C1=CC=CC=C1)(C1=CC=CC=C1)NCCN N'-benzhydryl-1,2-ethylenediamine